2-[(1-Cyanocyclopropyl)carbonyl]-5-[(cyclopropylmethyl)sulfonyl]-N-[4-(1,1,1,3,3,3-hexafluoro-2-hydroxypropan-2-yl)phenyl]-2,3-dihydro-1H-isoindol-1-carboxamid C(#N)C1(CC1)C(=O)N1C(C2=CC=C(C=C2C1)S(=O)(=O)CC1CC1)C(=O)NC1=CC=C(C=C1)C(C(F)(F)F)(C(F)(F)F)O